pentylenediamine succinate C(CCC(=O)O)(=O)O.C(CCCCN)N